C1(=CC=CC=C1)CCC(CC)=O phenylpropionone